3-((7-(5-chloro-3-methyl-2-(((S)-piperidin-3-yl)oxy)phenyl)thiazolo[4,5-b]pyridin-2-yl)methyl)-6,6-dimethyl-3-azabicyclo[3.1.0]hexane-2,4-dione ClC=1C=C(C(=C(C1)C1=C2C(=NC=C1)N=C(S2)CN2C(C1C(C1C2=O)(C)C)=O)O[C@@H]2CNCCC2)C